1,1-diethyl-3,3-dihexylurea C(C)N(C(=O)N(CCCCCC)CCCCCC)CC